OC(C)C1=NC=CC=C1 2-(1-hydroxyethyl)pyridine